CCCCCCCC[N+](C)(C)C.[Br-] The molecule is a quarternary ammonium salt whose basic unit comprises an octyltrimethylammonium cation and a bromide anion. It is a quaternary ammonium salt and a bromide salt. It contains an octyltrimethylammonium ion.